ClC1=CC=C(C(=O)N(C)[C@H](CN2CCC(CC2)OC)C(C)C)C=C1 (S)-4-Chloro-N-(1-(4-methoxypiperidin-1-yl)-3-methylbutan-2-yl)-N-methylbenzamide